C(C)(C)(C)C1=C(C(=CC(=C1)N)C(C)(C)C)O 2,6-di-tert-butyl-para-aminophenol